3-trifluoromethylthio-1,2-dihydropyridine FC(SC=1CNC=CC1)(F)F